(R)-6-chloro-N-cyclopropyl-3-((1-(2-(4-methoxyphenyl)-3,6-dimethyl-4-oxo-4H-chromen-8-yl)ethyl)amino)picolinamide ClC1=CC=C(C(=N1)C(=O)NC1CC1)N[C@H](C)C=1C=C(C=C2C(C(=C(OC12)C1=CC=C(C=C1)OC)C)=O)C